methylenebisaniline C(NC1=CC=CC=C1)NC1=CC=CC=C1